ClC1=CC=C(C=C1)C#CC(CC=C)(O)[Si](C)(C)C(C)(C)C 6-p-chlorophenyl-4-(tert-butyldimethylsilyl)-1-hexen-5-yn-4-ol